tert-butyl (4-((7-azaspiro[3.5]nonan-2-yl)oxy) phenyl)carbamate C1C(CC12CCNCC2)OC2=CC=C(C=C2)NC(OC(C)(C)C)=O